6-chloro-2-(3-chloro-1H-1,2,4-triazol-5-yl)-5-methoxy-3-(1H-pyrazol-4-yl)-1H-pyrrolo[3,2-b]pyridine ClC=1C=C2C(=NC1OC)C(=C(N2)C2=NC(=NN2)Cl)C=2C=NNC2